indazole-6-sulfonamide N1N=CC2=CC=C(C=C12)S(=O)(=O)N